(R)-2-((1-(6-fluoro-3-methyl-4-oxo-2-(tetrahydro-2H-pyran-4-yl)-3,4-dihydroquinazolin-8-yl)ethyl)amino)benzoic acid FC=1C=C2C(N(C(=NC2=C(C1)[C@@H](C)NC1=C(C(=O)O)C=CC=C1)C1CCOCC1)C)=O